6-(3-Chloro-2-fluorobenzyl)-7-(dimethylaminomethyleneamino)(2-hydroxyethyl)-4-oxo-1,4-dihydroquinoline-3-carboxylic acid ClC=1C(=C(CC=2C=C3C(C(=CN(C3=CC2N=CN(C)C)CCO)C(=O)O)=O)C=CC1)F